Cl.Cl.NC1(C[C@@H](C[C@H](C1)CCB(O)O)CN)C(=O)O |r| rac-(3R,5R)-1-amino-3-(aminomethyl)-5-(2-boronoethyl)cyclohexanecarboxylic acid dihydrochloride